ClC=1C=2C3=C(C(=NC2C=C(C1OC)OCCCN1CCCC1)NC(C)C)CCC3 9-chloro-8-methoxy-N-(propan-2-yl)-7-[3-(pyrrolidin-1-yl)propoxy]-1H,2H,3H-cyclopenta[c]quinolin-4-amine